C(C)C(CC)(C(CC(C(CC)(C)CC)=O)=O)C 3,7-diethyl-3,7-dimethylnonane-4,6-dione